tert-butyl 2-(5-(4-fluoro-2-(isopropyl(methyl)carbamoyl)phenoxy)pyrimidin-4-yl)-2,7-diazaspiro[3.5]nonane-7-carboxylate FC1=CC(=C(OC=2C(=NC=NC2)N2CC3(C2)CCN(CC3)C(=O)OC(C)(C)C)C=C1)C(N(C)C(C)C)=O